2-([1,1'-biphenyl]-4-yl)-4-chloro-6-(3-phenyldibenzo[b,d]thiophen-1-yl)-1,3,5-triazine C1(=CC=C(C=C1)C1=NC(=NC(=N1)Cl)C1=CC(=CC=2SC3=C(C21)C=CC=C3)C3=CC=CC=C3)C3=CC=CC=C3